CC1=NC(=CC(=C1)C=1NC2=CC=C(C=C2C1C(C)C)C1CCC(CC1)NCC1=CC=C(C=C1)OC)C 4-(2-(2,6-Dimethylpyridin-4-yl)-3-isopropyl-1H-indol-5-yl)-N-(4-methoxybenzyl)cyclohexan-1-amin